[N+](=O)([O-])C1=CC=C(C=C1)[NH-] 4-nitrophenyl-amide